C1(=CC=CC=C1)[C@H](CO)CC=C (R)-2-PHENYLPENT-4-EN-1-OL